ClC1=NN=CN1C1=NC=C(C=C1)C#C[Si](C)(C)C 2-(3-chloro-4H-1,2,4-triazol-4-yl)-5-((trimethylsilyl)ethynyl)pyridine